1-(5-(6-chloro-7-fluoro-3-(1H-imidazol-1-yl)-5-methoxy-1-methyl-1H-indol-2-yl)-4H-1,2,4-triazol-3-yl)-N-(2-methoxyethyl)ethan-1-amine ClC1=C(C=C2C(=C(N(C2=C1F)C)C=1NC(=NN1)C(C)NCCOC)N1C=NC=C1)OC